[I-].FC(C=1C=CC2=C(N=CN2)C1)(F)F 6-trifluoromethyl-benzimidazole iodide